2-(3,3,3-trifluoro-2-hydroxy-2-methylpropyl)isoindoline-1,3-dione FC(C(CN1C(C2=CC=CC=C2C1=O)=O)(C)O)(F)F